(5S,7S)-7-fluoro-5-(3-fluorophenyl)-2-(trifluoromethylsulfanyl)-6,7-dihydro-5H-pyrrolo[1,2-b][1,2,4]triazole F[C@H]1C[C@H](N2N=C(N=C21)SC(F)(F)F)C2=CC(=CC=C2)F